4-dimethyloctyl-benzene CC(CCCCCCC)(C1=CC=CC=C1)C